N-(4-(N-(Carboxymethyl)chromane-6-sulfonamido)naphthalen-1-yl)-N-(chroman-7-ylsulfonyl)glycine C(=O)(O)CN(S(=O)(=O)C=1C=C2CCCOC2=CC1)C1=CC=C(C2=CC=CC=C12)N(CC(=O)O)S(=O)(=O)C1=CC=C2CCCOC2=C1